C(CCCCC)(=O)ON(CC(O)CC(CCCCCCCC)CCCCCCCC)CCCCC(=O)OCCCCCCCCCC 2-octyldecyl-((5-(decyloxy)-5-oxopentyl) (2-hydroxyethyl) amino) hexanoate